N-(5-(6-cyanopyrazin-2-yl)pyridin-2-yl)-2-(2-(cyclopropanesulfonamido)thiazol-4-yl)butanamide C(#N)C1=CN=CC(=N1)C=1C=CC(=NC1)NC(C(CC)C=1N=C(SC1)NS(=O)(=O)C1CC1)=O